CC1N(C(C1)C)C=1SC(=C(N1)C=1C(=C(C=CC1)NS(=O)(=O)C1=C(C=CC=C1F)F)F)C1=NC(=NC=C1)NC1CC2(CS(C2)(=O)=O)C1 N-(3-(2-(2,4-dimethylazetidin-1-yl)-5-(2-((2,2-dioxido-2-thiaspiro[3.3]heptan-6-yl)amino)pyrimidin-4-yl)thiazol-4-yl)-2-fluorophenyl)-2,6-difluorobenzenesulfonamide